FC1=C(C#N)C(=CC=C1)N1N=C(C=C1)C(C)(C)O 2-fluoro-6-(3-(2-hydroxypropan-2-yl)-1H-pyrazol-1-yl)benzonitrile